COC1=C(C(=O)OC)C=CC(=N1)C1=C(C=CC=C1)OCC1CCOCC1 methyl 2-methoxy-6-(2-((tetrahydro-2H-pyran-4-yl)methoxy)phenyl)nicotinate